ClC=1C(=C(C=C(C1)Cl)NCC(CC1=C(C(=CC=C1F)[N+](=O)[O-])F)O)F 1-((3,5-Dichloro-2-fluorophenyl)amino)-3-(2,6-difluoro-3-nitrophenyl)propan-2-ol